3,4-Dichloro-1-(3-(dimethylamino)benzyl)-5-hydroxy-1,5-dihydro-2H-pyrrol-2-one ClC=1C(N(C(C1Cl)O)CC1=CC(=CC=C1)N(C)C)=O